NC1=C(C=C(C(=O)N[C@H]2CN(CCC2)CC#CC2=C3CN(C(C3=CC=C2)=O)C2C(NC(CC2)=O)=O)C=C1)OC 4-amino-N-[(3R)-1-{3-[2-(2,6-dioxopiperidin-3-yl)-1-oxo-3H-isoindol-4-yl]prop-2-yn-1-yl}piperidin-3-yl]-3-methoxybenzamide